C(#N)C1=C(C=C(CNC(=O)C2=CC=3C(=C(N=NC3)OCC3(CC3)S(=O)(=O)C(CO)(C)C)N(C2=O)C)C=C1)F N-(4-cyano-3-fluorobenzyl)-8-((1-((1-hydroxy-2-methylpropan-2-yl)sulfonyl)cyclopropyl)methoxy)-1-methyl-2-oxo-1,2-dihydropyrido[2,3-d]pyridazine-3-carboxamide